4-(2,5-Diazabicyclo[2.2.2]octan-2-yl)-7-(8-ethyl-7-fluoro-3-hydroxynaphthalen-1-yl)-2-((1-(pyrrolidin-1-ylmethyl)cyclopropyl)methoxy)-6,7-dihydropyrido[3,4-d]pyrimidin-8(5H)-one C12N(CC(NC1)CC2)C=2C1=C(N=C(N2)OCC2(CC2)CN2CCCC2)C(N(CC1)C1=CC(=CC2=CC=C(C(=C12)CC)F)O)=O